N1=CN=CC(=C1)C=1C=C(C=CC1)C1=NC(=NC(=N1)C1=CC(=CC=C1)C=1C=NC=NC1)C1=CC(=CC=C1)C=1C=NC=NC1 2,4,6-tris(3-(5-pyrimidinyl)phenyl)-1,3,5-triazine